((1-(1-cyanocyclopropanecarbonyl)piperidin-4-yl)(4,5-dichloro-2-hydroxyphenyl)methyl)-2-methylpropane-2-sulfinamide C(#N)C1(CC1)C(=O)N1CCC(CC1)C(C1=C(C=C(C(=C1)Cl)Cl)O)CC(C)(S(=O)N)C